FC12CC(C1)(C2)NC(C(N2CC([C@H]([C@]21CC(CC1)(F)F)O)(F)F)=O)=O N-(3-fluoro-bicyclo[1.1.1]pentan-1-yl)-2-oxo-2-((4S,5S)-3,3,7,7-tetrafluoro-4-hydroxy-1-azaspiro[4.4]nonan-1-yl)acetamide